CADAVERINE ADIPATE C(CCCCC(=O)O)(=O)O.NCCCCCN